COC1=C(C=CC=C1)NC=1N=CC2=C(N1)N(C(C=C2C#C[Si](C(C)C)(C(C)C)C(C)C)=O)C2=CC=C(C=C2)NC(C)=O N-(4-(2-((2-methoxyphenyl)amino)-7-oxo-5-((triisopropylsilyl)ethynyl)pyrido[2,3-d]pyrimidin-8(7H)-yl)phenyl)acetamide